C(CC1=CC=CC=C1)OC1=CC=C(C=C1)NC(=O)C=1C=C(C=CC1)C1=NC=CC(=N1)C(=O)O 2-(3-((4-phenethoxyphenyl)carbamoyl)phenyl)-pyrimidine-4-carboxylic acid